N1CC(C1)N1CCN(CC1)CC1=C2CN(C(C2=CC=C1)=O)C1CNCCC1 3-(4-((4-(azetidin-3-yl)piperazin-1-yl)methyl)-1-oxoisoindoline-2-yl)piperidine